FC=1C=C(O[C@@H]2CN(CC2)C/C=C/C(=O)N(C)C)C=C(C1[C@H]1N([C@@H](CC2=C1NC1=CC=CC=C21)C)CC(C)(C)F)F (E)-4-((S)-3-(3,5-difluoro-4-((1R,3R)-2-(2-fluoro-2-methylpropyl)-3-methyl-2,3,4,9-tetrahydro-1H-pyrido[3,4-b]indol-1-yl)phenoxy)pyrrolidin-1-yl)-N,N-dimethylbut-2-enamide